CN1C[C@@H](CC1)N1N=C2C=CC(=CC2=C1)C=1CC[C@@H](CN1)C 2-[(3R)-1-Methylpyrrolidin-3-yl]-5-[(3S)-3-methyl-2,3,4,5-tetrahydropyridin-6-yl]indazole